1-Cyclobutyl-3-methyl-4-(4,4,5,5-tetramethyl-1,3,2-dioxaborolan-2-yl)-1H-pyrazole C1(CCC1)N1N=C(C(=C1)B1OC(C(O1)(C)C)(C)C)C